2-(5-(trichloromethyl)-1,2,4-oxadiazol-3-yl)acetic acid ClC(C1=NC(=NO1)CC(=O)O)(Cl)Cl